(E)-7-Decenyl acetate C(C)(=O)OCCCCCC\C=C\CC